ClC1=C(C2=C(N=N1)N(CC2)C=2SC=C(N2)C(=O)OCC)C2CC2 ethyl 2-{3-chloro-4-cyclopropyl-5H,6H,7H-pyrrolo[2,3-c]pyridazin-7-yl}-1,3-thiazole-4-carboxylate